5-(5-chloro-2-(1H-pyrazol-4-yl)phenyl)-4-methyl-3-methylenedihydrofuran-2(3H)-one ClC=1C=CC(=C(C1)C1C(C(C(O1)=O)=C)C)C=1C=NNC1